3,5-di-O-(p-toluyl)-2-deoxy-D-ribofuranosyl chloride CC1=CC=C(C=C1)C(=O)OC[C@@H]2[C@H](C[C@H](O2)Cl)OC(=O)C3=CC=C(C=C3)C